CC=1C(=NC(=NC1)NC1=CC(=C(C(=C1)F)N1CCN(CC1)C)F)NC1=CC(=C(C=C1)Cl)NS(=O)(=O)C1(CC1)C 5-Methyl-N4-(4-chloro-3-[(1-methylcyclopropyl)sulfonamido]phenyl)-N2-[4-(4-methylpiperazin-1-yl)-3,5-difluorophenyl]pyrimidine-2,4-diamine